2-((S)-1-[1,4]dioxan-2-ylmethoxy)-9-ethoxy-1-methyl-6,7-dihydro-pyrido[2,1-a]isoquinolin-4-one O1[C@@H](COCC1)COC=1C(=C2N(CCC3=CC(=CC=C23)OCC)C(C1)=O)C